6-deoxy-galactose O=C[C@H](O)[C@@H](O)[C@@H](O)[C@H](O)C